N-(2-(3-hydroxy-2-methyl-4-oxo-pyridyl)ethyl)-4-(3-chlorobenzyloxy)phthalimide OC1C(=NC=C(C1=O)CCN1C(C=2C(C1=O)=CC(=CC2)OCC2=CC(=CC=C2)Cl)=O)C